OCC1CCN(CC1)C1=NC=C(C=N1)C(=O)O 2-(4-Hydroxymethylpiperidin-1-yl)pyrimidine-5-carboxylic acid